carbonochloridic acid (phenylmethyl) ester C1(=CC=CC=C1)COC(=O)Cl